C(C1=CC=CC=C1)(=O)N[C@@H](C1=CC=CC=C1)C(=O)O.COC=1C=C(C=CC1)[C@H](C)N (S)-1-(3-methoxyphenyl)ethylamine benzoyl-L-phenylglycine salt